OCC(C)OC(C(=C)C)=O 2-Hydroxy-1-methylethyl-methacrylat